morpholinoborane phosphoramidate P(O)(O)(=O)N.O1CCN(CC1)B